CN1N=CC=2C1=NC(=NC2NC(=O)C=2SC(=CC2)[N+](=O)[O-])OC2=CC(=CC=C2)C(F)(F)F N-(1-methyl-6-(3-(trifluoromethyl)phenoxy)-1H-pyrazolo[3,4-d]pyrimidin-4-yl)-5-nitrothiophene-2-carboxamide